OC(CC=O)CCC 3-Hydroxyhexanal